4-chlorobenzyl (4-((N,4-dimethyloxazole-2-carboxamido)meth-yl)phenyl)carbamate CN(C(=O)C=1OC=C(N1)C)CC1=CC=C(C=C1)NC(OCC1=CC=C(C=C1)Cl)=O